N-[3-Fluoro-4-(2-{1H-pyrazolo[3,4-b]pyridin-5-yl}ethynyl)pyridin-2-yl]-2-methoxypyridine-3-sulfonamide FC=1C(=NC=CC1C#CC=1C=C2C(=NC1)NN=C2)NS(=O)(=O)C=2C(=NC=CC2)OC